CN1N=CC(=C1)C=1N=C(C=2N(C1)N=CC2)O[C@H]2C[C@@H]1C[C@H]([C@H]2C1)NC(OC(C)(C)C)=O |r| racemic-tert-butyl ((1R,2R,4S,6S)-6-((6-(1-methyl-1H-pyrazol-4-yl)pyrazolo[1,5-a]pyrazin-4-yl)oxy)bicyclo[2.2.1]heptan-2-yl)carbamate